Benzyl 3-hydroxy-4-{[(2S,3R,4S,5S,6R)-3,4,5-tris(acetyloxy)-6-[(acetyloxy)methyl]oxan-2-yl]oxy}benzoate OC=1C=C(C(=O)OCC2=CC=CC=C2)C=CC1O[C@@H]1O[C@@H]([C@@H]([C@@H]([C@H]1OC(C)=O)OC(C)=O)OC(C)=O)COC(C)=O